2-{[(tert-butoxy)carbonyl]Amino}-6-chlorohexanoic acid ethyl ester C(C)OC(C(CCCCCl)NC(=O)OC(C)(C)C)=O